(3E)-6-hydroxy-3-hexenylpentyloxymethyl ether OCCCCC=CC(CCOCOCOCCC(CC)C=CCCCCO)CC